(S)-3-(1-amino-1,3-dihydrospiro[indene-2,4'-piperidine]-1'-yl)-6-(2,3-dichlorophenyl)-5-methylpyrazine-2-carbaldehyde N[C@@H]1C2=CC=CC=C2CC12CCN(CC2)C=2C(=NC(=C(N2)C)C2=C(C(=CC=C2)Cl)Cl)C=O